2-((3-(2,6-dioxopiperidin-3-yl)-1-methyl-1H-indazol-7-yl)oxy)-N-(tetrahydro-2H-pyran-4-yl)acetamide O=C1NC(CCC1C1=NN(C2=C(C=CC=C12)OCC(=O)NC1CCOCC1)C)=O